ClC=1C=C(C=CC1C#N)N(C1=C(C=CC(=C1)C=1C(=NOC1C)C)C)CC1CCC(CC1)CNC(=O)OC(C)(C)C t-butyl (((1r,4r)-4-(((3-chloro-4-cyanophenyl)(5-(3,5-dimethylisoxazol-4-yl)-2-methylphenyl)amino)methyl)cyclohexyl)methyl)aminoformate